C(=O)N1C[C@@H](OC2=C(C1)C=CC(=C2)C(=O)OC)COC Methyl (R)-4-formyl-2-(methoxymethyl)-2,3,4,5-tetrahydrobenzo[f][1,4]oxazepine-8-carboxylate